ClC=1N=CC2=C(C=CC(=C2C1)C(C)C)N1CC(C1)CS(=O)(=O)C 3-chloro-5-isopropyl-8-(3-((Methylsulfonyl)methyl)azetidin-1-yl)isoquinoline